thiol-amine S1C(=CC=C1)N